tert-butyl N-[(2R)-1-(difluoromethoxy)-3-hydroxy(1,1-2H2)propan-2-yl]carbamate FC(OC([C@@H](CO)NC(OC(C)(C)C)=O)([2H])[2H])F